N-(3,5-difluoro-4-(hexahydrocyclopenta[b]pyrrol-1(2H)-yl)phenyl)-2-(3-ethyl-3-methoxyazetidin-1-yl)-5-(2,2,2-trifluoroethyl)oxazole-4-carboxamide FC=1C=C(C=C(C1N1C2C(CC1)CCC2)F)NC(=O)C=2N=C(OC2CC(F)(F)F)N2CC(C2)(OC)CC